1,3-bismaleimidylcyclohexane C1(C=CC(N1C1CC(CCC1)N1C(C=CC1=O)=O)=O)=O